benzyl 4-(((2R,6R)-2,6-dimethylpiperazin-1-yl)methyl)piperidine-1-carboxylate C[C@H]1N([C@@H](CNC1)C)CC1CCN(CC1)C(=O)OCC1=CC=CC=C1